C1(=CC(=CC=C1)C1(CC1)NC(C1=C(C=CC(=C1)OCCN(C)C)C)=O)C1=CC=CC=C1 N-(1-([1,1'-Biphenyl]-3-yl)cyclopropyl)-5-(2-(dimethylamino)ethoxy)-2-methylbenzamide